C(C)(C)N1C(=NC=C1B1OC(C)(C)C(C)(C)O1)C 1-isopropyl-2-methyl-1H-imidazole-5-boronic acid pinacol ester